nickel platinum iridium [Ir].[Pt].[Ni]